2-(5-bromo-2,3-bis(isobutyryl-oxy)benzylideneamino)-3-(4-hydroxy-phenyl)propanoic acid BrC=1C=C(C(=C(C=NC(C(=O)O)CC2=CC=C(C=C2)O)C1)OC(C(C)C)=O)OC(C(C)C)=O